N1=C(C=CC=C1)C(=O)N\N=C\1/CC=C(C(=O)NC2=CC=CC=C2)C=C1 (E)-4-(pyridineformyl-hydrazono)-N-phenyl-benzamide